6-methyl-4-[(1-methylcyclopropyl)amino]-N-[1-(oxetan-4-yl)-1H-pyrazol-4-yl]furo[2,3-d]pyrimidine-5-carboxamide CC1=C(C2=C(N=CN=C2NC2(CC2)C)O1)C(=O)NC=1C=NN(C1)C1CCO1